1,1-difluoro-2-hydroxy-ethanol FC(CO)(O)F